5-(4-amino-7H-pyrrolo[2,3-d]pyrimidin-7-yl)tetrahydro-1H-cyclopenta[c]furan-3a,4(3H)-diol NC=1C2=C(N=CN1)N(C=C2)C2C(C1(C(COC1)C2)O)O